[C@]12(CNC[C@H]2C1)CNC=1C=2N(N=CC1/C(/N)=N/C1=C(C=C(C=C1)O)CC)C=C(C2)C=2C=NC(=CC2C)OC (Z)-4-((((1S,5S)-3-azabicyclo[3.1.0]hexan-1-yl)methyl)amino)-N'-(2-ethyl-4-hydroxyphenyl)-6-(6-methoxy-4-methylpyridin-3-yl)pyrrolo[1,2-b]pyridazine-3-carboximidamide